4-((3-(4-(1H-pyrazol-1-yl)phenyl)-1-((3-fluorooxetan-3-yl)methyl)piperidin-4-yl)methyl)-5,7-dimethyl-1H-indole N1(N=CC=C1)C1=CC=C(C=C1)C1CN(CCC1CC1=C2C=CNC2=C(C=C1C)C)CC1(COC1)F